[(1S)-2-(7-ethoxycarbonyl-4-methyl-indan-5-yl)oxy-1-methyl-ethyl]ammonium C(C)OC(=O)C=1C=C(C(=C2CCCC12)C)OC[C@H](C)[NH3+]